CN1N=C(C(=C1)C1=C2C(=NC=C1)NC=C2)C2=CN=CN2C 4-(1-methyl-3-(1-methyl-1H-imidazol-5-yl)-1H-pyrazol-4-yl)-1H-pyrrolo[2,3-b]pyridine